trans-rac-N-(2-chloro-5-(2,2-dichloro-3-(3,5-dichlorophenyl)cyclopropane-1-carboxamido)phenyl)-6-oxo-1,6-dihydropyridine-2-carboxamide ClC1=C(C=C(C=C1)NC(=O)[C@@H]1C([C@H]1C1=CC(=CC(=C1)Cl)Cl)(Cl)Cl)NC(=O)C=1NC(C=CC1)=O |r|